3,4-bis(di-n-propylphosphino)-2,5-di-p-tolylthiophene C(CC)P(C1=C(SC(=C1P(CCC)CCC)C1=CC=C(C=C1)C)C1=CC=C(C=C1)C)CCC